S(=O)(=O)(O)O.N1C(=O)NC(=O)C=C1 uracil sulfate